C(CCCCC(=O)[O-])(=O)OC(CCCCCCCCCCC)CC(COC(CC12CC3CC(CC(C1)C3)C2)=O)COC(=O)OCCCN(CC)CC 3-(2-((3r,5r,7r)-adamantan-1-yl)acetoxy)-2-((((3-(diethylamino)propoxy)carbonyl)oxy)methyl)propyldodecyl Adipate